5-bromo-7-methoxy-1,2,3,4-tetrahydroisoquinolin-4-ol BrC1=C2C(CNCC2=CC(=C1)OC)O